C(C1=CC=CC=C1)NC(=O)[C@H]1CN(CC[C@H]1C1=CC=CC=C1)[C@]1(C(NC2=C(C=C(CC12)F)NCC)=O)C (3R,4R)-N-benzyl-1-[(3R)-7-(ethylamino)-5-fluoro-3-methyl-2-oxo-dihydro-indol-3-yl]-4-phenyl-piperidine-3-carboxamide